(S)-N-(1-(5-(3-(2-chloro-7-(1-methoxyethyl)pyrazolo[1,5-a]pyrimidin-6-yl)ureido)-3-(trifluoromethyl)pyridin-2-yl)-1H-pyrazol-4-yl)-3-fluorobenzamide ClC1=NN2C(N=CC(=C2[C@H](C)OC)NC(NC=2C=C(C(=NC2)N2N=CC(=C2)NC(C2=CC(=CC=C2)F)=O)C(F)(F)F)=O)=C1